C(CC(C)C)N1N(C=2C3=C(C(C(C2C1=O)=O)=O)C=CC=C3)C3=CC=CC=C3 2-isopentyl-1-phenyl-1H-benzo[g]indazole-3,4,5(2H)-trione